N-((S)-chroman-4-yl)-2-((R)-piperidin-3-yl)benzo[d]thiazole-6-carboxamide O1CC[C@@H](C2=CC=CC=C12)NC(=O)C1=CC2=C(N=C(S2)[C@H]2CNCCC2)C=C1